5-((5-(pyridin-3-yl)indolin-1-yl)methyl)pyrimidine-2,4-diamine hydrochloride Cl.N1=CC(=CC=C1)C=1C=C2CCN(C2=CC1)CC=1C(=NC(=NC1)N)N